C(C)C1N(CCCC1)C(=O)OC1(CCC(CC1)C1OCC(CO1)CCC)C1=CC(=C(C=C1)C1=CC(=C(C(=C1)F)OC(F)(F)F)F)F 1-[4-[3,5-difluoro-4-(trifluoromethoxy)phenyl]-3-fluorophenyl]-4-(5-propyl-1,3-dioxan-2-yl)cyclohexanol ethyl-piperidine-1-carboxylate